tert-Butyl (4-(2-amino-5-hydroxyphenyl)cyclohexyl)carbamate NC1=C(C=C(C=C1)O)C1CCC(CC1)NC(OC(C)(C)C)=O